(6-(2,3-dichloro-6-hydroxyphenyl)-6,7-dihydro-5H-pyrrolo[2,1-c][1,2,4]triazol-3-yl)(3-hydroxypyrrolidin-1-yl)methanone ClC1=C(C(=CC=C1Cl)O)C1CC2=NN=C(N2C1)C(=O)N1CC(CC1)O